sodium β-pentadecylaminopropionate C(CCCCCCCCCCCCCC)NCCC(=O)[O-].[Na+]